S-(4-(2-(bis(3-chloro-4-fluorophenyl)methyl)-4-iodo-1-((2-(trimethylsilyl)ethoxy)methyl)-1H-imidazol-5-yl)butyl) ethanethioate C(C)(SCCCCC1=C(N=C(N1COCC[Si](C)(C)C)C(C1=CC(=C(C=C1)F)Cl)C1=CC(=C(C=C1)F)Cl)I)=O